N,N'-di(2,2,6,6-tetramethyl-4-piperidyl)-1,6-hexanediamine CC1(NC(CC(C1)NCCCCCCNC1CC(NC(C1)(C)C)(C)C)(C)C)C